NCCSSC1=NC=CC=C1C(=O)O 2-(2-aminoethyldisulfanyl)pyridine-3-carboxylic acid